ClC1=C(C(=O)[O-])C=CC=N1.[Li+] lithium 2-chloronicotinate salt